(R)-1-((bis(benzyloxy)phosphoryl)oxy)-3-(octadecyloxy)propan-2-yl methylcarbamate CNC(O[C@@H](COP(=O)(OCC1=CC=CC=C1)OCC1=CC=CC=C1)COCCCCCCCCCCCCCCCCCC)=O